α-bromodimethylacetanilide BrC(C(=O)NC1=CC=CC=C1)(C)C